ClC=1C=C(C=2CC[C@H](C2C1)O)S(=O)(=O)NC1=C(C(=C(C=C1)F)C=1C=C2C=NC(=NC2=CC1)NC1CCN(CC1)C)F (1R)-6-chloro-N-(2,4-difluoro-3-{2-[(1-methylpiperidin-4-yl)amino]quinazolin-6-yl}phenyl)-1-hydroxy-2,3-dihydro-1H-indene-4-sulfonamide